OC=1C(OC=CC1)C(=O)[C@]1(CCC=2N(C3=CC=CC=C3C2C1=O)S(=O)(=O)C)C#N (R)-3-(3-hydroxypyroyl)-9-(methylsulfonyl)-4-oxo-2,3,4,9-tetrahydro-1H-carbazole-3-carbonitrile